2-((1r,4r)-4-(1,1-Difluoro-2,2-dihydroxyethyl)cyclohexyl)-6-methoxy-2H-indazole-5-carboxylic acid FC(C(O)O)(F)C1CCC(CC1)N1N=C2C=C(C(=CC2=C1)C(=O)O)OC